(4-((2-benzyl-1-oxo-1,2,3,4-tetrahydroisoquinolin-6-yl)oxy)-3,5-dichlorophenyl)-1,2,4-triazine-3,5(2H,4H)-dione C(C1=CC=CC=C1)N1C(C2=CC=C(C=C2CC1)OC1=C(C=C(C=C1Cl)N1N=CC(NC1=O)=O)Cl)=O